2-bromo-1,5,6,7-tetrahydro-4H-indol-4-one BrC=1NC=2CCCC(C2C1)=O